FC(=C(F)F)C(C(C(C(C(C(C(C(F)(F)F)(F)F)(F)F)(F)F)(F)F)(F)F)(F)F)(F)F perfluorooctyl-ethylene